FC(C=1C=NNC1)F 4-(difluoromethyl)-1H-pyrazol